2-[1-(2,5-dioxopyrrol-1-yl)-3,6,9,12-tetraoxapentadecan-15-amido]-N'-[(2S,3R,4R,5R)-2,3,4,5,6-pentahydroxyhexyl]pentanediamide O=C1N(C(C=C1)=O)CCOCCOCCOCCOCCC(=O)NC(C(=O)N)CCC(=O)NC[C@@H]([C@H]([C@@H]([C@@H](CO)O)O)O)O